N1(C=NC=C1)CCOC=1C=CC=C2C=C(N(C12)CC1CC1)C1=NN2C(C=CC(=C2)C(=O)N2C[C@@H](CCC2)N)=C1C (R)-(2-(7-(2-(1H-imidazol-1-yl)ethoxy)-1-(cyclopropylmethyl)-1H-indol-2-yl)-3-methylpyrazolo[1,5-a]pyridin-6-yl)(3-aminopiperidin-1-yl)methanone